N-(1-hydroxy-2-oxo-2-phenylethyl)benzamide OC(C(C1=CC=CC=C1)=O)NC(C1=CC=CC=C1)=O